O1CCC(CC1)N1C(C2=C(C=C1)NN=C2)=O 5-(oxan-4-yl)-1H,4H,5H-pyrazolo[4,3-c]pyridin-4-one